SCCC1=NC=CN=C1CCS 2,3-bis(mercaptoethyl)pyrazine